CC(C)S(=O)(=O)NC(=O)CCC=1C=CC(=NC1)C(=O)N 5-{2-[(propane-2-sulfonyl)carbamoyl]ethyl}pyridine-2-carboxamide